4-(1,1,2,2,2-pentafluoroethyl)benzoic acid FC(C(F)(F)F)(F)C1=CC=C(C(=O)O)C=C1